C1(C(CC(C(C1)C(=O)O)C(=O)O)C(O)=N)C(O)=N cyclohexane-1,2,4,5-Tetracarboxylic acid diimide